CC1=NC=C(C(=C1)C1=CC=2N(C=C1)N=C(C2)NC(=O)C2CC2)OCC2(CCC2)NC N-[5-[2-methyl-5-[[1-(methylamino)cyclobutyl]methoxy]-4-pyridyl]pyrazolo[1,5-a]pyridin-2-yl]cyclopropanecarboxamide